3-(tert-butoxycarbonylamino)-4-(3-oxa-8-azabicyclo[3.2.1]octan-8-yl)-4-oxo-butanoic acid C(C)(C)(C)OC(=O)NC(CC(=O)O)C(=O)N1C2COCC1CC2